N-(2-hydroxyphenyl)-glycine methyl ester COC(CNC1=C(C=CC=C1)O)=O